N-(2-((4-(2-((3-(1H-Imidazol-1-yl)benzyl)((1-methyl-1H-indazol-5-yl)methyl)amino)ethyl)phenyl)carbamoyl)-4,5-dimethoxyphenyl)-4-oxo-4H-chromene-2-carboxamide N1(C=NC=C1)C=1C=C(CN(CCC2=CC=C(C=C2)NC(=O)C2=C(C=C(C(=C2)OC)OC)NC(=O)C=2OC3=CC=CC=C3C(C2)=O)CC=2C=C3C=NN(C3=CC2)C)C=CC1